undecyl N-butylcarbamate C(CCC)NC(OCCCCCCCCCCC)=O